C(C1=CC=CC=C1)(=O)ON=C(C(=O)C1=CC=C(C=C1)SC1=CC=CC=C1)CC1CCCC1 1-[4-(phenylsulfanyl)phenyl]-3-cyclopentylpropane-1,2-dione-2-(O-benzoyloxime)